(1R,2S,3R,5R)-3-{4-amino-5-bromo-7H-pyrrolo[2,3-d]pyrimidin-7-yl}-5-{4-[(4,4-dimethylpiperidin-1-yl)methyl]phenyl}cyclopentane-1,2-diol NC=1C2=C(N=CN1)N(C=C2Br)[C@H]2[C@@H]([C@@H]([C@H](C2)C2=CC=C(C=C2)CN2CCC(CC2)(C)C)O)O